FC=1C(=C2C=CN=CC2=C(C1)C(CO)O)CNC1CC(C1)OC1=CC(=C(C=C1)F)C(F)(F)F 1-(6-fluoro-5-((((1r,3r)-3-(4-fluoro-3-(trifluoromethyl)phenoxy)cyclobutyl)amino)methyl)isoquinolin-8-yl)ethane-1,2-diol